(S)-5-chloro-2-fluoro-4-((1-(2-fluorophenyl)ethyl)amino)-N-(5-chlorothiazol-2-yl)benzenesulfonamide tert-butyl-4-(((5-amino-1,3,4-thiadiazol-2-yl)oxy)methyl)piperidine-1-carboxylate C(C)(C)(C)OC(=O)N1CCC(CC1)COC=1SC(=NN1)N.ClC=1C(=CC(=C(C1)S(=O)(=O)NC=1SC(=CN1)Cl)F)N[C@@H](C)C1=C(C=CC=C1)F